C1(CC1)CC1=C(C(=NN1C=1SC=C(N1)C(=O)O)C=1C=NC=C(C1)C1=CC=C(C=C1)C(C)C)CC1=CC(=C(C=C1)S(N)(=O)=O)F 2-[5-(cyclopropylmethyl)-4-[(3-fluoro-4-sulfamoylphenyl)methyl]-3-[5-(4-isopropylphenyl)pyridin-3-yl]pyrazol-1-yl]-1,3-thiazole-4-carboxylic acid